COC=1C=C2C(=CC=NC2=CC1OC)OC1=C(C(=C(C=C1)N1C(N(CC1=O)C=1C=NC=C(C1)C(F)(F)F)=O)F)C=C 3-{4-[(6,7-dimethoxy-4-quinolinyl)oxy]-2-fluoro-3-vinylphenyl}-1-[5-(trifluoromethyl)-3-pyridinyl]-2,4-imidazolidinedione